4-(6,8-Difluoro-2-(((2R,7aS)-2-fluorotetrahydro-1H-pyrrolizin-7a(5H)-yl)methoxy)-4-((S)-1-oxa-6-azaspiro[3.5]nonan-6-yl)quinazolin-7-yl)-5,6-difluoronaphthalen-2-ol FC=1C=C2C(=NC(=NC2=C(C1C1=CC(=CC2=CC=C(C(=C12)F)F)O)F)OC[C@]12CCCN2C[C@@H](C1)F)N1C[C@@]2(CCO2)CCC1